5-(4-ethoxyphenyl)-1,3-cyclohexanedione C(C)OC1=CC=C(C=C1)C1CC(CC(C1)=O)=O